C1(=CC=CC=C1)C1=CC=C(S1)C(CC(=O)O)C#CC 3-(5-Phenylthiophen-2-yl)hex-4-ynoic acid